BrC1=CC2=C(N=C(S2)C2=C(SC=3CN(CCC32)C(=O)OC(C)(C)C)NC(=O)C3CC(C3)=O)C=C1 tert-butyl 3-(6-bromobenzo[d]thiazol-2-yl)-2-(3-oxocyclobutane-1-carboxamido)-4,7-dihydrothieno[2,3-c]pyridine-6(5H)-carboxylate